C[C@H]1N(CCN(C1=O)C)CCOCC(=O)N1CCC2(CCN(CC2)C2=CC=C(C=N2)C=2C3=C(C(N(C2)C)=O)NC=C3)CC1 (R)-4-{6-[9-(2-(2-(2,4-dimethyl-3-oxopiperazin-1-yl)ethoxy)acetyl)-3,9-diazaspiro[5.5]undecan-3-yl]pyridin-3-yl}-6-methyl-1H-pyrrolo[2,3-c]pyridin-7(6H)-one